C(C)(=O)N[C@H](C(=O)N[C@H](C(=O)O)CCC(C)(C)C)CC1=CC=NC=C1 (2S)-2-[(2S)-2-acetamido-3-(pyridin-4-yl)propanamido]-5,5-dimethylhexanoic acid